NC1=NN2C(N=CC=C2)=C1C(=O)NC=1C(=NNC1)C1=C(C=CC(=C1)Cl)OC(F)F 2-amino-N-[3-[5-chloro-2-(difluoromethoxy)phenyl]-1H-pyrazol-4-yl]Pyrazolo[1,5-a]Pyrimidine-3-carboxamide